ClCCOP(OCCCl)(=O)C=C vinyl-phosphonic acid di(beta-chloroethyl) ester